FC=1C=CC=C2C[C@@H]([C@@H](C12)O)NC([O-])=O (1R,2S)-7-Fluoro-1-hydroxy-2,3-dihydro-1H-inden-2-yl-carbamat